BrCC=1C(=NC=CC1)C(=O)NC1=CC=C(C=C1)C(F)(F)F (bromomethyl)-N-(4-(trifluoromethyl)phenyl)pyridinecarboxamide